gamma-(2,3-epoxypropoxy)propyl-methyldiethoxysilane C(C1CO1)OCCC[Si](OCC)(OCC)C